The molecule is a C14 straight-chain saturated fatty acid where the aliphatic hydrogens have been replaced by deuterium atoms. It has a role as a bacterial metabolite and a fungal metabolite. It is a deuterated fatty acid, a long-chain fatty acid and a straight-chain saturated fatty acid. It derives from a tetradecanoic acid. [2H]C([2H])([2H])C([2H])([2H])C([2H])([2H])C([2H])([2H])C([2H])([2H])C([2H])([2H])C([2H])([2H])C([2H])([2H])C([2H])([2H])C([2H])([2H])C([2H])([2H])C([2H])([2H])C([2H])([2H])C(=O)O